CN(S(=O)(=O)C(C)C)C N,N-dimethyl-propane-2-sulfonamide